1,2,3-tribromo-5-(1,1-dimethylethyl)benzene BrC1=C(C(=CC(=C1)C(C)(C)C)Br)Br